2-methoxyethoxyethyl-benzothiophen-2-amine COCCOCCC1=C(SC2=C1C=CC=C2)N